3-(thiazol-2-yl)propionic acid S1C(=NC=C1)CCC(=O)O